ClC=1C=C2C(=C(C(NC2=CN1)=O)C(\C=C\C1=CC=C(C=C1)C)=O)C (E)-6-chloro-4-methyl-3-(3-(p-tolyl)acryloyl)-1,7-naphthyridin-2(1H)-one